methyl 7-(allyloxy)-2-ethoxybenzo[d][1,3]dioxazole-5-carboxylate C(C=C)OC1=CC(=CC2=C1ON(O2)OCC)C(=O)OC